C(CCCC)C(C(=O)O[C@@H](CNC(C)C1=NC(=CC=C1F)Cl)CC)O (2R)-1-{[1-(6-chloro-3-fluoropyridin-2-yl)ethyl]amino}butan-2-ol amyl-glycolate